3-(4-chloro-3,5-dimethyl-pyrazol-1-yl)-N-methyl-N-(2-methylimidazo[1,2-a]pyridin-6-yl)benzamide ClC=1C(=NN(C1C)C=1C=C(C(=O)N(C=2C=CC=3N(C2)C=C(N3)C)C)C=CC1)C